tert-butyl 4-(3-(2-methyl-3-(4,4,5,5-tetramethyl-1,3,2-dioxaborolan-2-yl)phenoxy)propyl)piperidine-1-carboxylate CC1=C(OCCCC2CCN(CC2)C(=O)OC(C)(C)C)C=CC=C1B1OC(C(O1)(C)C)(C)C